C1(=CC=CC=2C3=CC=CC=C3NC12)C1=CC=CC=2C3=CC=CC=C3NC12 bi[9H-carbazole]